COC=1C=C(C=C(C1O)OC)C(C(C1=CC(=C(C(=C1)OC)O)OC)C1=CC(=C(C(=C1)OC)O)OC)C1=CC(=C(C(=C1)OC)O)OC 1,1,2,2-tetrakis(3,5-dimethoxy-4-hydroxyphenyl)ethane